N-(3-chloro-4-fluorophenyl)-4-(5-hydroxy-5-(1H-pyrazol-3-yl)octahydropentalen-2-yl)-1-methyl-1H-imidazole-5-carboxamide ClC=1C=C(C=CC1F)NC(=O)C1=C(N=CN1C)C1CC2CC(CC2C1)(C1=NNC=C1)O